C(C)OC(=O)C1=NC=2CN(CCC2C(=C1)Cl)C 4-chloro-7-methyl-5,6,7,8-tetrahydro-1,7-naphthyridine-2-carboxylic acid ethyl ester